ethyl 7-[4-(tert-butoxycarbonyl)piperazin-1-yl]-2-[4-(3-fluorophenoxy)phenyl]-4,5,6,7-tetrahydro-2H-pyrazolo[4,3-b]pyridine-3-carboxylate C(C)(C)(C)OC(=O)N1CCN(CC1)C1C=2C(NCC1)=C(N(N2)C2=CC=C(C=C2)OC2=CC(=CC=C2)F)C(=O)OCC